4-Amino-7-(1'-carboxyl-2',3',5'-trihydroxy-β-D-ribofuranosyl)pyrrolo[2,1-f][1,2,4]triazine NC1=NC=NN2C1=CC=C2[C@@]2(C(O)(C(O)([C@H](O2)C(O)O)O)O)C(=O)O